N1=CC(=CC=C1)C1=NOC=N1 3-(pyridin-3-yl)-1,2,4-oxadiazol